C(CCCCCCCCCCCCCCCCC)(=O)O.C(CCCCCCC)(=O)O caprylic acid stearate